(2S)-2-[(tert-butoxycarbonyl)amino]-3-[5-chloro-2-(cyclopropylmethoxy)pyridin-3-yl]propanoic acid C(C)(C)(C)OC(=O)N[C@H](C(=O)O)CC=1C(=NC=C(C1)Cl)OCC1CC1